CC1=CC=C(O1)CNC=1C(=C(C=CC1)N1CCN(CC1)C(=O)O)[N+](=O)[O-] 4-(3-((5-methylfuran-2-yl)methylamino)-2-nitrophenyl)piperazine-1-carboxylic acid